COC1=CC(=NC=C1C#N)N1C=NC(=C1)CN1C(O[C@@H](C1)C=1C(=C2COC(C2=CC1)=O)C)=O (R)-4-methoxy-6-(4-((5-(4-methyl-1-oxo-1,3-dihydroisobenzofuran-5-yl)-2-oxo-oxazolidin-3-yl)methyl)-1H-imidazol-1-yl)nicotinonitrile